(S)-ethyl 8-(2-amino-6-((R)-1-(4'-ethoxy-3'-fluoro-[1,1'-biphenyl]-4-yl)-2,2,2-trifluoroethoxy)pyrimidin-4-yl)-2,8-diazaspiro[4.5]decane-3-carboxylate NC1=NC(=CC(=N1)N1CCC2(C[C@H](NC2)C(=O)OCC)CC1)O[C@@H](C(F)(F)F)C1=CC=C(C=C1)C1=CC(=C(C=C1)OCC)F